(S)-N-(1-(1-(2,4-bis(trifluoromethyl)phenyl)ethyl)-1H-pyrazol-4-yl)-5-(pyridin-2-yl)-1H-pyrazole-3-carboxamide FC(C1=C(C=CC(=C1)C(F)(F)F)[C@H](C)N1N=CC(=C1)NC(=O)C1=NNC(=C1)C1=NC=CC=C1)(F)F